FC(C=1C=CC=2N(N1)C(=CN2)C2=CC(=NC=C2)F)F 6-(difluoromethyl)-3-(2-fluoro-4-pyridinyl)imidazo[1,2-b]Pyridazine